C1(CC1)COC=1C=C(C(=NC1)NC([C@H](C)N1C[C@@H](C(CC1)(F)F)C1=CNC(C=C1)=O)=O)F (S)-N-(5-(cyclopropyl-methoxy)-3-fluoropyridin-2-yl)-2-((S)-4,4-difluoro-3-(6-oxo-1,6-dihydropyridin-3-yl)piperidin-1-yl)propanamide